2-(4-methoxybenzyl)oxirane COC1=CC=C(CC2OC2)C=C1